O=C1N(CC(N1C12CCC(CC1)(C2)OC=2C1=C(N=CN2)NC=C1)=O)C=1C=CC(=C(C#N)C1)F 5-{2,4-dioxo-3-[4-(7H-pyrrolo[2,3-d]pyrimidin-4-yloxy)bicyclo[2.2.1]hept-1-yl]-1-imidazolidinyl}-2-fluorobenzonitrile